ClC1=CC=C(C=C1)N1N=C(N=C1C1=C(C=C(C=C1)F)F)O 4-Chlorophenyl-5-(2,4-difluorophenyl)-1H-1,2,4-triazol-3-ol